ClC1(C(C1C1=C(C(=C(C=C1)F)Cl)F)C(=O)N)Cl 2,2-dichloro-3-(3-chloro-2,4-difluorophenyl)cyclopropane-1-carboxamide